cytidine [C@@H]1([C@H](O)[C@H](O)[C@@H](CO)O1)N1C(=O)N=C(N)C=C1